5,10,15,20-tetrakis(p-hydroxyphenyl)porphyrin OC1=CC=C(C=C1)C=1C2=CC=C(N2)C(=C2C=CC(C(=C3C=CC(=C(C=4C=CC1N4)C4=CC=C(C=C4)O)N3)C3=CC=C(C=C3)O)=N2)C2=CC=C(C=C2)O